1-(5-benzyloxypyridin-2-yl)propan-1-one C(C1=CC=CC=C1)OC=1C=CC(=NC1)C(CC)=O